3-(4-((2-hydroxymethylpyrrol-1-yl)methyl)-3,5-dimethoxystyryl)biphenyl-2-carbonitrile OCC=1N(C=CC1)CC1=C(C=C(C=CC2=C(C(=CC=C2)C2=CC=CC=C2)C#N)C=C1OC)OC